[4-[2-(dimethylamino)ethoxy]anilino]-6-(5-methyl-4-prop-2-enoyl-2,3-dihydroquinoxalin-1-yl)-8-(oxetan-3-yl)pyrido[2,3-d]pyrimidin-7-one CN(CCOC1=CC=C(NC=2N=CC3=C(N2)N(C(C(=C3)N3CCN(C2=C(C=CC=C32)C)C(C=C)=O)=O)C3COC3)C=C1)C